C(C=C)(=O)N1[C@@H](C[C@H](CC1)N1C=NC=2C(=NC=3C(=C(C(=CC3C21)Cl)C2=C1C=NNC1=CC(=C2C)F)F)N2CC(C2)N(C)C)CC#N 2-((2S,4S)-1-acryloyl-4-(8-chloro-4-(3-(dimethylamino)azetidin-1-yl)-6-fluoro-7-(6-fluoro-5-methyl-1H-indazol-4-yl)-1H-imidazo[4,5-c]quinolin-1-yl)piperidin-2-yl)acetonitrile